FC1=C(C=C2C(=C(NC2=C1)C1=C2C(=NC=C1)NN=C2)C(C)C)C2CCN(CC2)CC2CNCC2 4-(6-fluoro-3-isopropyl-5-(1-(pyrrolidin-3-ylmethyl)piperidin-4-yl)-1H-indol-2-yl)-1H-pyrazolo[3,4-b]pyridine